C(C=C)(=O)OCCC(C(=O)O)CC(=O)O 2-acryloyloxyethylsuccinic acid